((2-(hydroxymethyl)pyridin-3-yl)oxy)piperidine-1-carboxylic acid tert-butyl ester C(C)(C)(C)OC(=O)N1C(CCCC1)OC=1C(=NC=CC1)CO